[Cl-].C(CCCCCCCCCCCCCCC)[N+](C)(C)C1=CC=CC=C1 cetyl-phenyl-dimethyl-ammonium chloride